4-(1-((tert-Butyldimethylsilyl)oxy)cyclopropyl)-N-(3-(4-methoxyphenoxy)propyl)butan-1-amine [Si](C)(C)(C(C)(C)C)OC1(CC1)CCCCNCCCOC1=CC=C(C=C1)OC